FC=1OC(OC1F)(C(F)(F)F)F perfluoro-2-fluoro-2-methyl-1,3-dioxole